1-(3-(6-chloro-3-(4-(trifluoromethyl)phenyl)-1H-pyrazolo[3,4-b]pyrazin-1-yl)pyrrolidin-1-yl)prop-2-en-1-one ethyl-1-cyclopropyl-4-iodo-3-phenyl-1H-pyrazole-5-carboxylate C(C)OC(=O)C1=C(C(=NN1C1CC1)C1=CC=CC=C1)I.ClC1=CN=C2C(=N1)N(N=C2C2=CC=C(C=C2)C(F)(F)F)C2CN(CC2)C(C=C)=O